The molecule is an inositol phosphoceramide compound having a tetracosanoyl group amide-linked to a C20 sphinganine, no hydroxylation at C-4 of the long-chain base, and hydroxylation at C-2 of the very-long-chain fatty acid. CCCCCCCCCCCCCCCCCCCCCCC(C(=O)N[C@@H](COP(=O)(O)OC1[C@@H]([C@H](C([C@H]([C@H]1O)O)O)O)O)[C@@H](CCCCCCCCCCCCCCCCC)O)O